8-ethynylisoquinolin-3-amine C(#C)C=1C=CC=C2C=C(N=CC12)N